FC(OC=1C=CC(=NC1)C=1C=C2C=CN(C(C2=C(C1)F)=O)CCC[C@H](C)NC=1C=NNC(C1C(F)(F)F)=O)F 6-[5-(difluoromethoxy)-2-pyridyl]-8-fluoro-2-[(4S)-4-[[6-oxo-5-(trifluoromethyl)-1H-pyridazin-4-yl]amino]pentyl]isoquinolin-1-one